4-(2-bromo-9-(4-((2-ethylhexyl)oxy)phenyl)-9H-fluoren-9-yl)phenol BrC1=CC=2C(C3=CC=CC=C3C2C=C1)(C1=CC=C(C=C1)OCC(CCCC)CC)C1=CC=C(C=C1)O